FC1=C(C=CC=C1C(=O)C1=NNC2=NC=C(C=C21)C2=C(C=C(C=C2)F)C)NS(=O)(=O)CCCC N-(2-fluoro-3-(5-(4-fluoro-2-methylphenyl)-1H-pyrazolo[3,4-b]pyridine-3-carbonyl)-phenyl)butane-1-sulfonamide